[C@H]12CNC[C@H](CC1)N2C=2C1=C(N=C(N2)OC[C@]23CCCN3C[C@@H](C2)F)C(=C(N=C1)C1=CC(=CC2=CC=CC(=C12)F)O)F 4-(4-((1R,5S)-3,8-diazabicyclo[3.2.1]octan-8-yl)-8-fluoro-2-(((2R,7aS)-2-fluorotetrahydro-1H-pyrrolizin-7a(5H)-yl)methoxy)pyrido[4,3-d]pyrimidin-7-yl)-5-fluoronaphthalen-2-ol